C1(CC1)NC(C1=C(C=C(C=C1OC)C1=CN=C2N1C=CC(=C2)OCCN2CC(CC2)(F)F)OC(F)F)=O N-cyclopropyl-2-(difluoromethoxy)-4-[7-[2-(3,3-difluoropyrrolidin-1-yl)ethoxy]imidazo[1,2-a]pyridin-3-yl]-6-methoxy-benzamide